4-[3-[2,6-Dichloro-4-[3-(oxetan-3-yl)-3,8-diazabicyclo[3.2.1]octan-8-yl]benzoyl]-2,4-dihydro-1,3-benzoxazin-8-yl]-5-fluoro-2-(3-oxa-8-azabicyclo[3.2.1]octan-8-yl)benzoic acid ClC1=C(C(=O)N2COC3=C(C2)C=CC=C3C3=CC(=C(C(=O)O)C=C3F)N3C2COCC3CC2)C(=CC(=C1)N1C2CN(CC1CC2)C2COC2)Cl